C(C)(C)(C)OC(=O)C1=CC(=NC=2N1N=C(C2Cl)NC2=CC(=CC=C2)Cl)N[C@@H]2CN(CCC2)C(=O)OC(C)(C)C (S)-tert-Butyl 3-(7-(tert-butoxycarbonyl)(3-chlorophenyl)amino-3-chloropyrazolo[1,5-a]pyrimidin-5-yl)aminopiperidine-1-carboxylate